(S)-N-((4r,7S)-3,3-difluoro-1-oxaspiro[3.5]non-7-yl)-4-(5-(5-fluoro-2-methoxypyridin-4-yl)-1H-pyrazole-3-carbonyl)-4-azaspiro[2.5]octane-7-carboxamide FC1(COC12CCC(CC2)NC(=O)[C@H]2CCN(C1(CC1)C2)C(=O)C2=NNC(=C2)C2=CC(=NC=C2F)OC)F